2-(3-fluoro-2-methoxy-5-(tetrahydro-2H-pyran-4-yl)phenyl)-2-((R)-3-((5-(5,6,7,8-tetrahydro-1,8-naphthyridin-2-yl)pentyl)oxy)pyrrolidin-1-yl)acetic acid FC=1C(=C(C=C(C1)C1CCOCC1)C(C(=O)O)N1C[C@@H](CC1)OCCCCCC1=NC=2NCCCC2C=C1)OC